cyclobut-1-en-1-yl((1R,5R,6S)-6-methyl-6-((6-(2-methylthiazol-5-yl)pyrazolo[1,5-a]pyrazin-4-yl)oxy)-2-azabicyclo[3.2.0]heptan-2-yl)methanone C1(=CCC1)C(=O)N1[C@@H]2C[C@@]([C@@H]2CC1)(OC=1C=2N(C=C(N1)C1=CN=C(S1)C)N=CC2)C